methyl (E)-3-(3-(2-cyclopropyl-6-(trifluoro Methyl)pyrimidin-4-yl)-1H-1,2,4-triazol-1-yl)-2-(pyrimidin-5-yl)acrylate C1(CC1)C1=NC(=CC(=N1)C1=NN(C=N1)/C=C(/C(=O)OC)\C=1C=NC=NC1)C(F)(F)F